2-(1-(7-methyl-4-oxo-2-(piperidin-1-yl)-4H-pyrido[1,2-a]pyrimidin-9-yl)ethoxy)benzoic acid CC=1C=C(C=2N(C(C=C(N2)N2CCCCC2)=O)C1)C(C)OC1=C(C(=O)O)C=CC=C1